1-(1Z-octadecenyl)-2-tetradecanoyl-glycero-3-phospho-(1'-sn-glycerol) CCCCCCCCCCCCCCCC/C=C\OC[C@H](COP(=O)(O)OC[C@H](CO)O)OC(=O)CCCCCCCCCCCCC